FC(OC=1C=C(C=CC1)N1C(C(C2=CC(=CC=C12)C(=O)NC1(SOCC1)C)(C)F)=O)F 1-(3-(difluoromethoxy)phenyl)-3-fluoro-3-methyl-N-(3-methyl-1,1-dioxathiolan-3-yl)-2-oxoindoline-5-carboxamide